4-aminophenoxy-4-aminophenyl-phosphoric acid NC1=CC=C(OC2=C(C=CC(=C2)N)OP(O)(O)=O)C=C1